(R)-(5-methoxy-6-methyl-3,6-dihydropyrazin-1(2H)-yl)(4-fluorophenyl)methanone COC1=NCCN([C@@H]1C)C(=O)C1=CC=C(C=C1)F